(+/-)-ISOBORNEOL CC1(C)C2CCC1(C)C(O)C2